ClC1=CC(=C(O[C@H](C(=O)NOCC2CC2)C)C=C1)C(F)(F)F (2S)-2-[4-chloro-2-(trifluoromethyl)phenoxy]-N-(cyclopropylmethoxy)propanamide